N=1C=C(N2C1C=CC=C2)C2CN(CCO2)C(=O)OC(C)(C)C tert-butyl 2-(imidazo[1,2-a]pyridin-3-yl)morpholine-4-carboxylate